9-bromo-7-methyl-2-(piperidin-1-yl)-4H-pyrido[1,2-a]pyrimidin-4-one BrC1=CC(=CN2C1=NC(=CC2=O)N2CCCCC2)C